C(C)(C)(C)N1N=CC(=C1)NC1=NC(=C2C(=N1)NN=C2C)N[C@H]2CN(CCC2)C(C=C)=O (R)-1-(3-((6-((1-(tert-butyl)-1H-pyrazol-4-yl)amino)-3-methyl-1H-pyrazolo[3,4-d]pyrimidin-4-yl)amino)piperidin-1-yl)prop-2-en-1-one